4-(4-diazonio-3-methoxyphenyl)-2-methoxybenzenediazonium dichloride [Cl-].[Cl-].[N+](#N)C1=C(C=C(C=C1)C1=CC(=C(C=C1)[N+]#N)OC)OC